tert-Butyl 4-(4-(1,3-dioxoisoindolin-2-yl)butyl)piperazine-1-carboxylate O=C1N(C(C2=CC=CC=C12)=O)CCCCN1CCN(CC1)C(=O)OC(C)(C)C